2-[18F]fluoroethylazide [18F]CCN=[N+]=[N-]